ClC1=CC=C(C=N1)C[N+]1=C2N(C(C(=C1)C=O)=O)C=CC=C2 1-((6-chloropyridin-3-yl)methyl)-3-formyl-4-oxo-4H-pyrido[1,2-a]pyrimidinium